2,6-Dimethyl-4-vinylphenol CC1=C(C(=CC(=C1)C=C)C)O